1-[3-ethylsulfonyl-2-[1-(3,3,3-trifluoropropyl)pyrazolo[3,4-c]pyridin-5-yl]indazol-6-yl]cyclopropanecarbonitrile C(C)S(=O)(=O)C=1N(N=C2C=C(C=CC12)C1(CC1)C#N)C=1C=C2C(=CN1)N(N=C2)CCC(F)(F)F